FC(OC1=CC=C(C=C1)N1C(=CC=C1)\C=C/1\C(NC(S1)=O)=O)(F)F (Z)-5-((1-(4-(trifluoromethoxy)phenyl)-1H-pyrrol-2-yl)methylene)thiazolidine-2,4-dione